3,3-dimethyl-piperazin CC1(CNCCN1)C